BrC1=C(C(=CC=C1)[N+](=O)[O-])S(=O)(=O)NCC1=CC=C(C=C1)OC 2-bromo-N-[(4-meth-oxyphenyl)methyl]-6-nitrobenzene-1-sulfonamide